(2-chloroethyl)-3-cyclohexyl-nitrosourea ClCCN(C(=O)NC1CCCCC1)N=O